C(C)(CC)N1N=CC=2C1=NC(=CC2)NC2=NC=C(C(=C2)N2C[C@H](CCC2)O)C=2C=NN(C2)CC(F)(F)F (3S)-1-(2-((1-(sec-butyl)-1H-pyrazolo[3,4-b]pyridin-6-yl)amino)-5-(1-(2,2,2-trifluoroethyl)-1H-pyrazol-4-yl)pyridin-4-yl)piperidin-3-ol